(2S,4S)-1-((4-phenoxybutyryl)glycyl)-4-(m-tolyl)pyrrolidine-2-carboxylic acid methyl ester COC(=O)[C@H]1N(C[C@@H](C1)C=1C=C(C=CC1)C)C(CNC(CCCOC1=CC=CC=C1)=O)=O